1,3,3,5,7-pentamethyloctahydrobenzo[c]isoxazol CN1OC(C2C1C(CC(C2)C)C)(C)C